COC(CC(=O)NC=1C(=NN(C1C(=O)OCC)C)C)=O Ethyl 4-(3-methoxy-3-oxopropanamido)-1,3-dimethyl-1H-pyrazole-5-carboxylate